FC1=C(C=C(C(=C1)C)C1=CC(=NC(=C1)N1CCOCC1)C=1N(N=CC1)C)NC(=O)N1CC(=CC1)C(F)(F)F N-{2-fluoro-4-methyl-5-[2-(2-methylpyrazol-3-yl)-6-(morpholin-4-yl)pyridin-4-yl]phenyl}-3-(trifluoromethyl)-2,5-dihydropyrrole-1-carboxamide